OB1OC2=C(C3C1C3)C=CC(=C2C(=O)O)OC2CN(C2)CC(=O)NOCCO 2-hydroxy-5-[(1-{2-[(2-hydroxyethoxy)amino]-2-oxoethyl}azetidin-3-yl)oxy]-1,1a,2,7b-tetrahydrocyclopropa[c][1,2]benzoxaborinine-4-carboxylic acid